(R)-2-(benzyloxy)propionic acid methyl ester COC([C@@H](C)OCC1=CC=CC=C1)=O